C([C@H](O)C1=CC=CC=C1)(=O)O |r| racemic-DL-mandelic acid